2-(3-chloro-4-(6-(1-methylcyclopropoxy)-9-((4-methylpyridin-2-yl)methyl)-9H-purin-8-yl)phenoxy)-N-(2-hydroxy-2-methylpropyl)acetamide ClC=1C=C(OCC(=O)NCC(C)(C)O)C=CC1C=1N(C2=NC=NC(=C2N1)OC1(CC1)C)CC1=NC=CC(=C1)C